CC1=CC(=NN1C1=CC=C(C=C1)OC(F)(F)F)N1CCN(CC1)C1CCN(CC1)C1CCOCC1 1-[5-methyl-1-[4-(trifluoromethoxy)phenyl]pyrazol-3-yl]-4-(1-tetrahydropyran-4-yl-4-piperidyl)piperazine